1,2-dimethyl-3-propyl-imidazole iodide [I-].CN1C(N(C=C1)CCC)C